1-Tert-butyl N-[4-[4-[[3-carbamoyl-1-[4-(hydroxymethyl)phenyl]pyrazol-4-yl]carbamoyl] oxazol-2-yl]-2-pyridyl]-N-(2,2,2-trifluoroethyl)carbamate C(N)(=O)C1=NN(C=C1NC(=O)C=1N=C(OC1)C1=CC(=NC=C1)N(C(OC(C)(C)C)=O)CC(F)(F)F)C1=CC=C(C=C1)CO